1-(3-(Difluoromethoxy)phenyl)-3-ethyl-N-(4-methyl-1,1-dioxidotetrahydro-2H-thiopyran-4-yl)-2-oxo-2,3-dihydro-1H-benzo[d]imidazole-5-carboxamide FC(OC=1C=C(C=CC1)N1C(N(C2=C1C=CC(=C2)C(=O)NC2(CCS(CC2)(=O)=O)C)CC)=O)F